C(C)(C)(C)OC(=O)N1C2(CC2)CC[C@H]1CO (S)-5-(hydroxymethyl)-4-azaspiro[2.4]heptane-4-carboxylic acid tert-butyl ester